COC(=O)N1[C@H]([C@H](CCC1)NS(=O)(=O)C)CO[C@@H]1CC[C@@H](CC1)C1=CC=CC=C1.CN(CCC=C(C(=O)N)C)C 2-(dimethylamino)-ethyl-methacrylamide methyl-(2R,3S)-3-((methyl-sulfonyl)amino)-2-(((cis-4-phenyl-cyclohexyl)oxy)methyl)piperidine-1-carboxylate